methyl 5-(4-(trifluoromethyl)phenyl)piperidine-2-carboxylate FC(C1=CC=C(C=C1)C1CCC(NC1)C(=O)OC)(F)F